3,3-dicyclopropyl-N-[4-[3,5-dimethyl-1-(2-trimethylsilylethoxymethyl)pyrazol-4-yl]phenyl]-2-[1-(2-trimethylsilylethoxymethyl)imidazol-2-yl]propanamide C1(CC1)C(C(C(=O)NC1=CC=C(C=C1)C=1C(=NN(C1C)COCC[Si](C)(C)C)C)C=1N(C=CN1)COCC[Si](C)(C)C)C1CC1